9,9-bis(4-(hydroxyethoxy)phenyl)fluorene butyl-5-(2-(((tert-butoxycarbonyl)amino)methyl)thiazole-5-sulfonimidoyl)-[1,1'-biphenyl]-3-carboxylate C(CCC)OC(=O)C=1C=C(C=C(C1)S(=O)(=N)C1=CN=C(S1)CNC(=O)OC(C)(C)C)C1=CC=CC=C1.OCCOC1=CC=C(C=C1)C1(C2=CC=CC=C2C=2C=CC=CC12)C1=CC=C(C=C1)OCCO